(S)-N-((1-((3-((5-ethyl-2-methoxyphenyl)sulfonamido)-4-methoxybenzo[d]isoxazol-6-yl)methyl)-1H-pyrazol-4-yl)methyl)-2-fluoropropanamide C(C)C=1C=CC(=C(C1)S(=O)(=O)NC1=NOC2=C1C(=CC(=C2)CN2N=CC(=C2)CNC([C@H](C)F)=O)OC)OC